5-cyano-1,3-oxazol-2-amine C(#N)C1=CN=C(O1)N